3,4-dioctyloxythiophene C(CCCCCCC)OC1=CSC=C1OCCCCCCCC